C1=CC=CC=2C3=CC=CC=C3C(C12)COC(=O)N[C@@H](C)C(=O)N[C@@H](C)C(=O)OC(C)(C)C tert-butyl (((9H-fluoren-9-yl)methoxy)carbonyl)-L-alanyl-L-alaninate